O1COC2=C1C=CC(=C2)C(CNCCCCC)N=C(C2=CC=CC=C2)C2=CC=CC=C2 N-(2-(benzo[d][1,3]dioxolan-5-yl)-2-((diphenylmethylene)amino)ethyl)pentan-1-amine